FC1=CC(=C(OC=2C(=C(C(=NC2)C(F)(F)F)C)N)C=C1)C 5-(4-fluoro-2-methyl-phenoxy)-3-methyl-2-(trifluoromethyl)pyridin-4-amine